2-AZIRIDINECARBOXYLIC ACID N1C(C1)C(=O)O